N=C(C(=O)O)CCCC iminocaproic acid